3-(1-ethyl-2-phenylindol-3-yl)-4-azaphthalide C(C)N1C(=C(C2=CC=CC=C12)C1OC(=O)C2=CC=CN=C12)C1=CC=CC=C1